1-[(2-{4-[6-(1-methylpyrazol-4-yl)pyrazolo[1,5-a]pyridin-3-yl]piperazin-1-yl}pyrimidin-5-yl)methyl]-2,3-dihydroindole CN1N=CC(=C1)C=1C=CC=2N(C1)N=CC2N2CCN(CC2)C2=NC=C(C=N2)CN2CCC1=CC=CC=C21